6-(Cyclohexylmethoxy)pyrimidine-2,4,5-triamine C1(CCCCC1)COC1=C(C(=NC(=N1)N)N)N